(S)-ethyl 2-(2-((5-(3-(aminomethyl)phenyl)-7-(((tetrahydrofuran-2-yl)methyl)amino)benzofuran-3-yl)methoxy)phenyl)acetate NCC=1C=C(C=CC1)C=1C=C(C2=C(C(=CO2)COC2=C(C=CC=C2)CC(=O)OCC)C1)NC[C@H]1OCCC1